C(C)(C)(C)OC(=O)N1CCC(=CC1)C1=CN(C=2N=CN=C(C21)N)C 4-(4-amino-7-methyl-7H-pyrrolo[2,3-d]pyrimidin-5-yl)-3,6-dihydropyridine-1(2H)-carboxylic acid tert-butyl ester